1-(2-Methyl-3-oxoisoindolin-5-yl)dihydropyrimidine-2,4(1H,3H)-dione CN1CC2=CC=C(C=C2C1=O)N1C(NC(CC1)=O)=O